FC=1C(=NC=CC1)N1CCN(CC1)C1=NC=NC2=CC=C(C=C12)C1=CNC2=NC=CC=C21 4-(4-(3-fluoropyridin-2-yl)piperazin-1-yl)-6-(1H-pyrrolo[2,3-b]pyridin-3-yl)quinazoline